CC(C)([Si](OCCCNC(=O)N1C=NC=C1)(C1=CC=CC=C1)C1=CC=CC=C1)C N-(2,2-dimethyl-3,3-diphenyl-4-oxa-3-silaheptan-7-yl)imidazole-1-carboxamide